S(OC1=CC=C(C=C1)OCC1=C(C=C(C=C1F)N1N=NC(=C1)C(F)(F)F)F)(=O)(=O)F 4-((2,6-difluoro-4-(4-(trifluoromethyl)-1H-1,2,3-triazol-1-yl)benzyl)oxy)phenyl sulfurofluoridate